O[C@@H](CN1C[C@H]2[C@@H](C1)CC(C2)OC2=CC=CC=C2)C2=NC=C(C=C2)O (3as,5S,6ar)-2-((S)-2-hydroxy-2-(5-hydroxypyridin-2-yl)ethyl)-5-phenoxyhexahydrocyclopenta[c]pyrrol